N-(Cyclopropylmethyl)-2'-(4,5-dimethyl-1H-imidazol-2-yl)-3,4'-bipyridine-5-carboxamide trifluoroacetate salt FC(C(=O)O)(F)F.C1(CC1)CNC(=O)C=1C=C(C=NC1)C1=CC(=NC=C1)C=1NC(=C(N1)C)C